4-(4-(3-((difluoromethyl)sulfonyl)piperidin-1-yl)-8-fluoro-2-(((2R,7aS)-2-fluorotetrahydro-1H-pyrrolizin-7a(5H)-yl)methoxy)pyrido[4,3-d]pyrimidin-7-yl)-5-ethyl-6-fluoronaphthalen-2-ol FC(S(=O)(=O)C1CN(CCC1)C=1C2=C(N=C(N1)OC[C@]13CCCN3C[C@@H](C1)F)C(=C(N=C2)C2=CC(=CC1=CC=C(C(=C21)CC)F)O)F)F